S1C(=NC2=C1C=CC=C2)/C=C/C(=O)N2O[C@@H](CN1C2=CN(C[C@@H]1CC(C)(C)C)C1CCN(CC1)C(C)C)CC(C)C (3R,6S,9aS)-1-((E)-3-(benzo[d]thiazol-2-yl)acryloyl)-3-isobutyl-8-(1-isopropylpiperidin-4-yl)-6-neopentyltetrahydropyrazino[2,1-c][1,2,4]oxadiazine